(E)-3-(2,4-dimethoxy-6-((E)-4-(2-(4-methylpiperazin-1-yl)-2-oxoethoxy)styryl)phenyl)-1-(2-hydroxy-5-methoxyphenyl)prop-2-en-1-one COC1=C(C(=CC(=C1)OC)\C=C\C1=CC=C(C=C1)OCC(=O)N1CCN(CC1)C)/C=C/C(=O)C1=C(C=CC(=C1)OC)O